Benzyl-pyrrole C(C1=CC=CC=C1)C=1NC=CC1